hydroxymethyltriphenylphosphine OCC1=C(C=CC=C1)P(C1=CC=CC=C1)C1=CC=CC=C1